lithium dihydroxyphenylacetate OC(C(=O)[O-])(C1=CC=CC=C1)O.[Li+]